FC(COC[C@H]1NC2=CC=CC=C2C1)(F)F (S)-2-((2,2,2-trifluoroethoxy)methyl)indoline